ClC(C)OC(C(F)(F)F)=O.CC1=C(C=2N(C=C1C=1N(C3=CC=C(C=C3C1C(C)C)C1CCNCC1)C(=O)O)N=CN2)C 2-(7,8-dimethyl-[1,2,4]triazolo[1,5-a]pyridin-6-yl)-3-isopropyl-5-(piperidin-4-yl)-1H-indole-1-carboxylic acid 1-chloroethyl-trifluoroacetate